C(=O)O.C[C@@H]1CC[C@@H](CC1)O Methyl-cis-4-hydroxycyclohexane formate